FC(F)(F)S(=O)(=O)[O-].FC(F)(F)S(=O)(=O)[O-].[NH4+].[Li+] lithium ammonium bis(trifluoromethylsulfonate)